N-(4-(2-chloro-4-fluorophenyl)-2-oxo-2H-pyrano[2,3-b]pyridin-7-yl)-N-methylglycine ClC1=C(C=CC(=C1)F)C1=CC(OC2=NC(=CC=C21)N(CC(=O)O)C)=O